OC(CCN1CCN(CC1)C1=CC(=CC=C1)OC)C=1C=C2CCN(C2=CC1)C(C)=O 1-(5-(1-Hydroxy-3-(4-(3-methoxyphenyl)piperazin-1-yl)propyl)indolin-1-yl)ethan-1-one